1-chloro-4-((1,1,1,4,4,5,5,5-octafluoro-2-(trifluoromethyl)Pent-2-en-3-yl)oxy)benzene ClC1=CC=C(C=C1)OC(=C(C(F)(F)F)C(F)(F)F)C(C(F)(F)F)(F)F